2-([1,1'-biphenyl]-3-yl)-4-(4-chlorophenyl)-6-phenylpyrimidine C1(=CC(=CC=C1)C1=NC(=CC(=N1)C1=CC=C(C=C1)Cl)C1=CC=CC=C1)C1=CC=CC=C1